CS(=O)(=O)C1=CC=C(C=C1)C1=NN2C(S1)=NC(=C2)C2CCN(CC2)C(C)=O 1-(4-(2-(4-(methylsulfonyl)phenyl)imidazo[2,1-b][1,3,4]thiadiazol-6-yl)piperidin-1-yl)ethanon